O.Cl.C1(CC1)C1=NC=NC(=C1C1=NC=C2C(=N1)N(N=C2)CC2=CC=C(C=C2)C=2N(C=C(N2)C(F)(F)F)C(C)C)OC 6-(4-cyclopropyl-6-methoxypyrimidin-5-yl)-1-(4-(1-isopropyl-4-(trifluoromethyl)-1H-imidazol-2-yl)benzyl)-1H-pyrazolo[3,4-d]pyrimidine hydrochloride hydrate